ClC1=C(C(=O)OC)C=CC(=C1NCC1OCC1)[N+](=O)[O-] methyl 2-chloro-4-nitro-3-((oxetan-2-ylmethyl)amino)benzoate